CC(C)(C)S(=O)N[C@H](C)C=1C=NC(=NC1)C 2-methyl-N-((R)-1-(2-methylpyrimidin-5-yl)ethyl)propane-2-sulfinamide